6-(methylthio)pyridin-3-ol CSC1=CC=C(C=N1)O